N-(2-fluoro-2-methylpropyl)-5-(1,5-naphthyridin-2-yl)pyrrolo[2,1-f][1,2,4]triazin-2-amine FC(CNC1=NN2C(C=N1)=C(C=C2)C2=NC1=CC=CN=C1C=C2)(C)C